(3,4-epoxycyclohexyl)ethyldiethoxymethylsilane C1(CC2C(CC1)O2)CC[SiH2]C(OCC)OCC